ClCC=1N=C2N(C=C(C=C2C(C)=O)C2CC2)C1 1-(2-(chloromethyl)-6-cyclopropylimidazo[1,2-a]pyridin-8-yl)ethan-1-one